Methyl (R)-2-((t-butoxycarbonyl) amino)-3-methoxypropionate C(C)(C)(C)OC(=O)N[C@@H](C(=O)OC)COC